2,6-dimethyltetrahydro-2H-pyran-4-ylmethylsulfonate CC1OC(CC(C1)CS(=O)(=O)[O-])C